(R)-4-amino-N-(4-(3-fluoro-2-hydroxypropoxy)phenyl)-2-(4-(pyridin-2-yl)piperazin-1-yl)pyrimidine-5-carboxamide NC1=NC(=NC=C1C(=O)NC1=CC=C(C=C1)OC[C@H](CF)O)N1CCN(CC1)C1=NC=CC=C1